(R)-5-(3-(1-aminocyclopropyl)pyrrolidin-1-yl)-N-(8-fluoro-2-methylimidazo[1,2-a]pyridin-6-yl)pyrazine-2-carboxamide Methyl-5-chloropyrazine-2-carboxylate COC(=O)C1=NC=C(N=C1)Cl.NC1(CC1)[C@H]1CN(CC1)C=1N=CC(=NC1)C(=O)NC=1C=C(C=2N(C1)C=C(N2)C)F